7-(bromomethyl)-6-fluoro-3-methylpyrazolo[1,5-a]quinoxalin-4(5H)-one BrCC=1C(=C2NC(C=3N(C2=CC1)N=CC3C)=O)F